CN1CCN(CC1)C[SiH2]C(OC)OC (4-methylpiperazine-1-yl)methyldimethoxymethylsilane